CC(C(=O)C1=CC=C(C=C1)SC)(C)N1CCOCC1 2-methyl-1-[4-(methylsulfanyl)-phenyl]-2-morpholinopropane-1-one